(5-chloro-4-(1-(methylsulfonyl)-1H-pyrazol-4-yl)pyrimidin-2-yl)-2-methyl-3-(7-methyl-2,7-diazaspiro[3.5]nonan-2-yl)-2H-indazol-6-amine ClC=1C(=NC(=NC1)C=1C2=C(N(N=C2C=C(C1)N)C)N1CC2(C1)CCN(CC2)C)C=2C=NN(C2)S(=O)(=O)C